CC1=CC[C@H]([C@@H]([C@@H]1OC=C)C)C (4R,5S,6S)-1,4,5-trimethyl-6-vinyloxy-cyclohexene